(R)-5-cyano-N-(8,9-difluoro-6-oxo-1,2,3,4,5,6-hexahydrobenzo[c][1,7]naphthyridin-1-yl)-N-methyl-1H-indole-2-carboxamide C(#N)C=1C=C2C=C(NC2=CC1)C(=O)N(C)[C@@H]1C=2C3=C(C(NC2CNC1)=O)C=C(C(=C3)F)F